N-(3-(difluoromethyl)-1-methyl-1H-indazol-5-yl)-4-((2-hydroxyethyl)sulphonamido)-2-(6-azaspiro[2.5]oct-6-yl)benzamide FC(C1=NN(C2=CC=C(C=C12)NC(C1=C(C=C(C=C1)NS(=O)(=O)CCO)N1CCC2(CC2)CC1)=O)C)F